FC(C1=CC=C(C=C1)C1=CC=C(C=C1)C=O)F (4'-(difluoromethyl)-[1,1'-biphenyl]-4-yl)methanon